1,4-diethyl-benzene diacetate C(C)(=O)O.C(C)(=O)O.C(C)C1=CC=C(C=C1)CC